BrC1=CC=CC=2N(C(NC21)=O)[C@H]2CC[C@H](CC2)C(=O)NC2=CC(=C(C(=C2)F)OC)F (Cis)-4-(4-bromo-2-oxo-2,3-dihydro-1H-1,3-benzodiazol-1-yl)-N-(3,5-difluoro-4-methoxyphenyl)cyclohexane-1-carboxamide